C[C@@H]1O[C@@H](CN(C1)CC1=CC=C(/C=C/C2=NNC3=CC(=CC=C23)\C=C/2\C(NCC2C2=C(C=CC=C2)F)=O)C=C1)C (E)-3-((3-((E)-4-(((2s,6r)-2,6-dimethylmorpholino)methyl)styryl)-1H-indazol-6-yl)methylene)-4-(2-fluorophenyl)pyrrolidin-2-one